CC=1OC(=C(N1)C(=O)O)C 2,5-DIMETHYL-1,3-OXAZOLE-4-CARBOXYLIC ACID